N[C@@H]1C[C@@H](CC1)NC=1C=2N(N=CC1C(N)=NC1=C(C=CC(=C1)F)Cl)C=C(C2)C2=C(C=C(C=C2)NC(=O)NCCOC)C 1-[4-[4-[[(1R,3S)-3-aminocyclopentyl]amino]-3-[N'-(2-chloro-5-fluoro-phenyl)carbamimidoyl]pyrrolo[1,2-b]pyridazin-6-yl]-3-methyl-phenyl]-3-(2-methoxyethyl)urea